([1,1':3',1''-terphenyl]-5'-yl)-4,4,5,5-tetramethyl-1,3,2-dioxaborolan C1(=CC=CC=C1)C1=CC(=CC(=C1)B1OC(C(O1)(C)C)(C)C)C1=CC=CC=C1